C(C1=CC=CC=C1)OC1=C(N(N=C1C)CC)C(=O)N 4-benzyloxy-2-ethyl-5-methyl-pyrazole-3-carboxamide